IP(C1=C(C=CC=C1OC)OC)(C1=C(C=CC=C1OC)OC)(C1=C(C=CC=C1OC)OC)I diiodotris-(2,6-dimethoxyphenyl)phosphine